ClC1=C(C=CC(=C1)Cl)C=1CCCC2=C(C1C1=CC=C(C=C1)O[C@@H]1CN(CC1)CCCF)C=CC(=C2)C=2C=NNC2 (S)-4-(8-(2,4-dichlorophenyl)-9-(4-((1-(3-fluoropropyl)pyrrolidin-3-yl)oxy)phenyl)-6,7-dihydro-5H-benzo[7]annulen-3-yl)-1H-pyrazole